FC(C1=CC(=NO1)/C=C/C1CN(C1)C(=O)OC(C)(C)C)(F)F tert-butyl 3-[(E)-2-[5-(trifluoromethyl)-1,2-oxazol-3-yl]ethenyl]azetidine-1-carboxylate